2-(2-fluorophenyl)-5-(1-(quinazolin-2-yl)piperidin-3-yl)-1,3,4-thiadiazole FC1=C(C=CC=C1)C=1SC(=NN1)C1CN(CCC1)C1=NC2=CC=CC=C2C=N1